ClC1=NC=C(C(=O)O)C(=C1)NC1=C(C(=CC=C1)C1=NN(C=N1)C)OC 6-chloro-4-((2-methoxy-3-(1-methyl-1H-1,2,4-triazol-3-yl)phenyl)amino)nicotinic acid